FC(CN1N=NC2=C1C=C(C=C2F)C=2C=CN1N=C(N=C(C12)OC)N[C@@H]1[C@@H](CN(CC1)C1COC1)F)F 5-(1-(2,2-Difluoroethyl)-4-fluoro-1H-benzo[d][1,2,3]triazol-6-yl)-N-((3R,4S)-3-fluoro-1-(oxetan-3-yl)piperidin-4-yl)-4-methoxypyrrolo[2,1-f][1,2,4]triazin-2-amine